O.O.O.O.[Ir](Br)(Br)Br iridium(III) bromide tetrahydrate